2',2',3,7,7-Penta-methylspiro[bicyclo[4.1.0]heptane-2,5'-[1,3]dioxane] CC1(OCC2(CO1)C1C(C1CCC2C)(C)C)C